OCC1=CC2=C(C(CO2)=O)C=C1 6-hydroxymethyl-2H-benzofuran-3-one